OC[C@H]1CN(CCO1)C1=CC=C(N=N1)NC1=C2C(=NC(=C1)OC=1C(=CC(=NC1)C#N)C)N(C=N2)C 5-[7-[[6-[(2R)-2-(hydroxymethyl)morpholin-4-yl]pyridazin-3-yl]amino]-3-methylimidazo[4,5-b]pyridin-5-yl]oxy-4-methylpyridine-2-carbonitrile